ClC1=C2C(=NC=C1CN(C(=O)NCC)C1=C(C(=CC(=C1F)OC)OC)F)N(C(=C2)CN2CCOCC2)S(=O)(=O)C2=CC=CC=C2 1-((4-chloro-2-(morpholinomethyl)-1-(phenylsulfonyl)-1H-pyrrolo[2,3-b]pyridin-5-yl)methyl)-1-(2,6-difluoro-3,5-dimethoxyphenyl)-3-ethylurea